4,11-dioxo-3,5,10,12-tetraazatetradecane-1,14-diamide O=C(NCC(=O)N)NCCCCNC(NCC(=O)N)=O